4-(piperidin-4-yl)-butanoic acid N1CCC(CC1)CCCC(=O)O